α-L-glucosamine O[C@H]1[C@@H](N)[C@H](O)[C@@H](O)[C@@H](O1)CO